ClC=1C=C(C=NC1Cl)NC(=O)[C@@H]1[C@H]2C[C@@H]([C@@H]([C@@H]1C1=CC=NC=C1)O2)O |r| Racemic-(1r,2s,3s,4r,5s)-N-(5,6-dichloropyridin-3-yl)-5-hydroxy-3-(pyridin-4-yl)-7-oxabicyclo[2.2.1]heptane-2-carboxamide